ClC1=NC=CC(=N1)C1=NC=CC(N1)=O 2'-chloro-[2,4'-bipyrimidin]-4(3H)-one